1-(3,5-diacryl-1,3,5-triazin-1-yl)-1,6-dioxo-10,13,16,19,22,25-hexaoxa-4-thia-7-azaoctacosane-28-oic acid C(=O)(C=C)N1CN(CN(C1)C(=O)C=C)C(CCSCC(NCCOCCOCCOCCOCCOCCOCCC(=O)O)=O)=O